3-(6-(4-((4-(2-(4-chloro-1H-imidazol-1-yl)-6-(trifluoromethyl)pyrimidin-4-yl)piperazin-1-yl)methyl)benzyl)-2-oxobenzo[cd]indol-1(2H)-yl)piperidine-2,6-dione ClC=1N=CN(C1)C1=NC(=CC(=N1)N1CCN(CC1)CC1=CC=C(CC=2C=3C4=C(C(N(C4=CC2)C2C(NC(CC2)=O)=O)=O)C=CC3)C=C1)C(F)(F)F